dimethyldeoxycholine CC(C)([N+](C)(C)C)C